benzyl (3S,4R,7S)-3-(((benzyloxy)carbonyl)amino)-4,7-dimethyl-2,3,4,7-tetrahydro-1H-azepine-1-carboxylate C(C1=CC=CC=C1)OC(=O)N[C@@H]1CN([C@H](C=C[C@H]1C)C)C(=O)OCC1=CC=CC=C1